4-[[7-[(2,6-dimethylphenyl)carbamoyl]-5,6-dihydropyrimido[4,5-e]indolizin-2-yl]amino]-3-methoxy-benzoic acid CC1=C(C(=CC=C1)C)NC(=O)C=1C=CN2C3=C(CCC12)C=NC(=N3)NC3=C(C=C(C(=O)O)C=C3)OC